2-(2',4'-dimethoxystyryl)s-triazine COC1=C(C=CC2=NC=NC=N2)C=CC(=C1)OC